BrC1(C(C1)(F)C=1C=C2C3(CN(CC2=CC1)CC1=CC=C(C=C1)OC)CC3)F 6'-(2-bromo-1,2-difluorocyclopropyl)-2'-(4-methoxybenzyl)-2',3'-dihydro-1'H-spiro[cyclopropane-1,4'-isoquinoline]